C(C)(C)(C)OC(=O)N1CSC[C@H]1C#N (R)-4-Cyanothiazolidine-3-carboxylic acid tert-butyl ester